(2S,3S,4R,5R)-3,4-Dihydroxy-N-methyl-5-(2-(pyridin-3-yl)-6-(((6-(trifluoromethyl)pyridine-2-yl)methyl)amino)-9H-purin-9-yl)tetrahydrofuran-2-carboxamide O[C@@H]1[C@H](O[C@H]([C@@H]1O)N1C2=NC(=NC(=C2N=C1)NCC1=NC(=CC=C1)C(F)(F)F)C=1C=NC=CC1)C(=O)NC